2,4-bis[(1-cyclohexyloxy-2,2,6,6-tetramethylpiperidin-4-yl)butylamino]-6-(2-hydroxyethylamino)-s-triazine C1(CCCCC1)ON1C(CC(CC1(C)C)CCCCNC1=NC(=NC(=N1)NCCCCC1CC(N(C(C1)(C)C)OC1CCCCC1)(C)C)NCCO)(C)C